(3-((5-fluoro-2,4-dioxo-3,4-dihydropyrimidin-1(2H)-yl)methyl)-3H-diazirin-3-yl)methyl pent-4-ynoate C(CCC#C)(=O)OCC1(N=N1)CN1C(NC(C(=C1)F)=O)=O